NC1=C(C=2CN(C(CC2S1)(C)C)CC1CC(C1)(F)F)C#N 2-Amino-5-((3,3-difluorocyclobutyl)methyl)-6,6-dimethyl-4,5,6,7-tetrahydrothieno[3,2-c]pyridine-3-carbonitrile